C(C)(C)(C)OC(=O)NCC=1C=NN(C1)C1=CC(=NC(=C1)C)C(=O)OC methyl 4-(4-(((tert-butoxycarbonyl)amino)methyl)-1H-pyrazol-1-yl)-6-methylpicolinate